4-(3,5-Dimethoxyphenyl)-N-[2-(4-ethylpiperazin-1-yl)phenyl]piperidine-1-carboxamide COC=1C=C(C=C(C1)OC)C1CCN(CC1)C(=O)NC1=C(C=CC=C1)N1CCN(CC1)CC